N-(6-fluoro-4-morpholinopyridin-3-yl)-2-(oxetan-3-ylamino)pyrimidine-4-carboxamide FC1=CC(=C(C=N1)NC(=O)C1=NC(=NC=C1)NC1COC1)N1CCOCC1